Palladium Phthalocyanine C1=CC=C2C(=C1)C3=NC4=NC(=NC5=C6C=CC=CC6=C([N-]5)N=C7C8=CC=CC=C8C(=N7)N=C2[N-]3)C9=CC=CC=C94.[Pd+2]